OC[C@H](C1=CC=CC=C1)NC1=NC(=NC=C1C1=NNC(=C1)C)NC1=CC=C(C(=O)N(C)C)C=C1 4-[[4-[[(1S)-2-hydroxy-1-phenyl-ethyl]amino]-5-(5-methyl-1H-pyrazol-3-yl)pyrimidin-2-yl]amino]-N,N-dimethyl-benzamide